BrC=1C=CC(=C2CN(C(C12)=O)C1C(NC(CC1)=O)=O)C1CC1 3-(7-bromo-4-cyclopropyl-1-oxoisoindolin-2-yl)piperidine-2,6-dione